C(C1=CC=CC=C1)N1CSC=C1C(=O)[O-] 3-benzyl-2,3-dihydrothiazole-4-carboxylate